Methyl 2-(1-tert-Butoxycarbonylpyrrolidin-3-yl)-4-hydroxy-thiazole-5-carboxylate C(C)(C)(C)OC(=O)N1CC(CC1)C=1SC(=C(N1)O)C(=O)OC